chloro-2-(5-(1,1-difluoro-2-methoxyethyl)-4H-1,2,4-triazol-3-yl)-5-methoxy-3-(1H-pyrazol-4-yl)-1H-pyrrolo[3,2-b]pyridine ClN1C(=C(C2=NC(=CC=C21)OC)C=2C=NNC2)C2=NN=C(N2)C(COC)(F)F